COC=1C=C2C(=CC=NC2=C(C1)CN1CCCCC1)N1C(C2=CC=CC(=C2CC1)C=1C(=NN(C1)C)C(F)(F)F)=O 2-(6-methoxy-8-(piperidin-1-ylmethyl)quinolin-4-yl)-5-(1-methyl-3-(trifluoromethyl)-1H-pyrazol-4-yl)-3,4-dihydroisoquinolin-1(2H)-one